2-cyclopropyl-1-(4-(4-(2-methoxyethoxy)phenyl)piperazin-1-yl)ethan-1-one C1(CC1)CC(=O)N1CCN(CC1)C1=CC=C(C=C1)OCCOC